CN(C1CCC(CC1)NC1=NC=2N(C(C(=NC2C=N1)C1=CC(=C(C=C1)NS(=O)(=O)C1CCC1)F)=O)C(C)C)C N-[4-[2-[[4-(Dimethylamino)cyclohexyl]amino]-8-isopropyl-7-oxo-pteridin-6-yl]-2-fluoro-phenyl]cyclobutanesulfonamide